C(C(CO)O)O The molecule is a triol with a structure of propane substituted at positions 1, 2 and 3 by hydroxy groups. It has a role as an osmolyte, a solvent, a detergent, a human metabolite, an algal metabolite, a Saccharomyces cerevisiae metabolite, an Escherichia coli metabolite and a mouse metabolite. It is an alditol and a triol.